OC=1C=C(C=CC1OC1=CC=CC=C1)/C=C/C(=O)C1=CC=CC=C1 (e)-3-(3-Hydroxy-4-phenoxyphenyl)-1-phenylprop-2-en-1-one